tert-butyl-3,3-difluoro-4-(2-methyl-5-(pyridin-2-ylmethoxy)benzofuran-3-carboxamido)piperidine C(C)(C)(C)N1CC(C(CC1)NC(=O)C1=C(OC2=C1C=C(C=C2)OCC2=NC=CC=C2)C)(F)F